6-(2,8-dimethylimidazo[1,2-b]pyridazin-6-yl)-4-fluoro-N-methyl-N-(piperidin-4-yl)-1,3-benzothiazol-2-amine hydrochloride Cl.CC=1N=C2N(N=C(C=C2C)C2=CC3=C(N=C(S3)N(C3CCNCC3)C)C(=C2)F)C1